BrC=1C=C2C(C(N(C2=CC1O)CC(=O)O)=O)(C)C (5-bromo-6-hydroxy-3,3-dimethyl-2-oxoindol-1-yl)acetic acid